C(C)[C@H]1CCC2(OC=3C=C(C=C(C3C[C@H]21)O)CCCCC)C (1S,9As)-1-ethyl-3a-methyl-6-pentyl-2,3,9,9a-tetrahydro-1H-cyclopenta[b]chromen-8-ol